4-(3-thienyl)methylene-2,6-di-tert-butyl-2,5-cyclohexadien-1-one S1C=C(C=C1)C=C1C=C(C(C(=C1)C(C)(C)C)=O)C(C)(C)C